C(C)(C)(C)OC(=O)N(C(OC(C)(C)C)=O)C=1N=CC2=C(C=C(C(=C2C1)CNC1CC(C1)OC1=C(C=C(C=C1)F)F)F)CO[Si](C)(C)C(C)(C)C tert-butyl (tert-butoxycarbonyl)(8-(((tert-butyldimethylsilyl)oxy)methyl)-5-((((1r,3r)-3-(2,4-difluorophenoxy)cyclobutyl)amino)methyl)-6-fluoroisoquinolin-3-yl)carbamate